N-ethyl-2,2-diisopropylbutanamide C(C)NC(C(CC)(C(C)C)C(C)C)=O